NCCCNC(C1=C(C=C(C=C1)NC=1C=2N(C=CN1)C(=CN2)C2=C(C(=C(C=C2)OC)F)F)CC)=O N-(3-aminopropyl)-4-((3-(2,3-difluoro-4-methoxyphenyl)imidazo[1,2-a]pyrazin-8-yl)amino)-2-ethylbenzamide